C(C(C)C)N1N=C(C2=C(C=CC=C12)C(C(=O)O)N1CC(C1)OCCCCCC1=NC=2NCCCC2C=C1)C 2-(1-isobutyl-3-methyl-1H-indazol-4-yl)-2-(3-((5-(5,6,7,8-tetrahydro-1,8-naphthyridin-2-yl)pentyl)oxy)azetidin-1-yl)acetic acid